ClC1=CC(=NC(=C1)NC1=C(C=CC=C1)F)C(=O)N(C)C1CC2=CC=CC=C2C1 4-chloro-N-(2,3-dihydro-1H-inden-2-yl)-6-((2-fluorophenyl)amino)-N-methylpyridinamide